NC1=NC=NC=2C3=C(\C(\C(C12)(C)C)=N/OC[C@@H]1CNC(O1)=O)C=C(C=C3)Br (5S)-5-[[(Z)-(4-amino-8-bromo-5,5-dimethyl-benzo[h]quinazolin-6-ylidene)amino]oxymethyl]oxazolidin-2-one